BrC1=C(CN(S(=O)(=O)C2=CC=C(C=C2)NC(\C=C\C2=CC=NC=C2)=O)CC2=CC=C(C=C2)F)C(=CC=C1)Br (E)-N-(4-(N-(2,6-dibromobenzyl)-N-(4-fluorobenzyl)sulfamoyl)phenyl)-3-(pyridin-4-yl)acrylamide